BrC1=C2C(N(C(C2=CC=C1)(F)F)CC(=O)O)=O 2-(4-bromo-1,1-difluoro-3-oxo-isoindolin-2-yl)acetic acid